1-dodecanoyl-2,3,6,7-tetrahydro-1H-azepin-2-one C(CCCCCCCCCCC)(=O)N1C(CC=CCC1)=O